(1S,2R)-2-{[(2-{6-Cyclopropyl-4-[4-fluoro-2-(4-methyl-1,2,4-triazol-3-yl)phenyl]pyridin-2-yl}-7-fluoro-1,3-benzoxazol-5-yl)methyl]amino}cyclopentan-1-ol C1(CC1)C1=CC(=CC(=N1)C=1OC2=C(N1)C=C(C=C2F)CN[C@H]2[C@H](CCC2)O)C2=C(C=C(C=C2)F)C2=NN=CN2C